OCCCC1C2(CC3CC(CCCC1C3)C2)O hydroxypropyltricyclo[5.3.1.13,9]dodecanol